C(=O)O.N[C@H]1[C@@H](CCCC1)C1=C(C2=NC(=CC(=C2S1)NCC=1SC=CC1)Cl)CF 2-((1R,2R)-2-aminocyclohexyl)-5-chloro-3-(fluoromethyl)-N-(thiophen-2-ylmethyl)thieno[3,2-b]pyridin-7-amine formate